(S)-1-((3,5-difluoro-2,6-dimethoxypyridin-4-yl)ethynyl)-5-methyl-3-(pyrrolidin-3-yl)imidazo[1,5-a]pyrazin-8-amine FC=1C(=NC(=C(C1C#CC=1N=C(N2C1C(=NC=C2C)N)[C@@H]2CNCC2)F)OC)OC